COC1(CCN(C1)C(=O)O)C1=CC=CC=C1.C(C)(C)(C)C1CCN(CC1)C(=O)NC1=CC(=C(C=C1)C=1C=NC=C(C1)OC)C=1N=NNN1 4-(tert-butyl)-N-(4-(5-methoxypyridin-3-yl)-3-(2H-tetrazol-5-yl)phenyl)piperidine-1-carboxamide 4-methoxy-4-phenylpyrrolidine-1-carboxylate